C(CCCCCCC\C=C/C\C=C/CCCCC)ON(CCCN1CCCCC1)OCCCCCCCC\C=C/C\C=C/CCCCC Dilinoleyloxy-3-piperidinopropylamine